1-(4-(2-(3-cyclopropyl-1H-pyrazol-1-yl)-6-((4,4-difluorocyclohexyl)amino)pyrimidin-4-yl)piperidin-1-yl)ethan-1-one C1(CC1)C1=NN(C=C1)C1=NC(=CC(=N1)C1CCN(CC1)C(C)=O)NC1CCC(CC1)(F)F